BrC1=C(N=C(S1)NC(=O)NC)C 1-(5-bromo-4-methylthiazol-2-yl)-3-methylurea